sodium di(undecyl) sulfosuccinate S(=O)(=O)(O)C(C(=O)OCCCCCCCCCCC)CC(=O)OCCCCCCCCCCC.[Na]